COC(CCC(=O)NCCCl)=O 4-(2-chloroethyl)amino-4-oxobutanoic acid methyl ester